ethyl 2-oxo-5-(trifluoromethyl)cyclohexane-1-carboxylate O=C1C(CC(CC1)C(F)(F)F)C(=O)OCC